NC1=NC(=C(C=2N1N=C(N2)CN2N=NN=C2C2=NC=NC=C2)C2=NC=NC=C2)C2=C(C#N)C=CC=C2 (5-amino-8-(pyrimidin-4-yl)-2-((5-(pyrimidin-4-yl)-1H-tetrazol-1-yl)methyl)-[1,2,4]triazolo[1,5-c]pyrimidin-7-yl)benzonitrile